N-[4-(3-cyanophenyl)-5-(2,6-dimethyl-4-pyridyl)thiazol-2-yl]-3-(dimethylamino)azetidine-1-carboxamide C(#N)C=1C=C(C=CC1)C=1N=C(SC1C1=CC(=NC(=C1)C)C)NC(=O)N1CC(C1)N(C)C